NC1=C2N(C(N(C2=NC=N1)C1CCN(CC1)C1CCN(CC1)C1CNC1)=O)C1=CC=C(C=C1)OC1=CC=CC=C1 6-amino-9-[1'-(azetidin-3-yl)-[1,4'-bipiperidin]-4-yl]-7-(4-phenoxyphenyl)purin-8-one